NC1=C(C=CC(=C1F)NCC1=CC=C(C=C1)[N+](=O)[O-])NC(CCCCCCC)=O N-(2-amino-3-fluoro-4-((4-nitrobenzyl)amino)phenyl)octanamide